Formic acid (2-pyridin-2-ylethyl)-amide trifluoroacetate salt FC(C(=O)O)(F)F.N1=C(C=CC=C1)CCNC=O